(NE,S)-N-[(3-Bromo-5-methoxy-phenyl)methylene]-2-methyl-propane-2-sulfinamide BrC=1C=C(C=C(C1)OC)\C=N\[S@@](=O)C(C)(C)C